C1(=CC=CC=C1)C1(CC1)C(=O)NN 1-phenylcyclopropanehydrazide